C1(=CC=CC=C1)C(C1=CC=CC=C1)=NC(C(=O)OC)CC1=CC2=C(B(OC2)O)C=C1F methyl 2-((diphenylmethylene)amino)-3-(6-fluoro-1-hydroxy-1,3-dihydrobenzo[c][1,2]oxaborol-5-yl)propanoate